2-Chloro-5-((3R,7R)-3,7-dimethyl-10-oxo-9-((S*)-1-(6-(trifluoromethyl)pyridin-3-yl)ethyl)-1,2,3,4,7,8,9,10-octahydropyrido[4',3':3,4]pyrazolo[1,5-a]pyrazine-2-carbonyl)benzonitrile ClC1=C(C#N)C=C(C=C1)C(=O)N1CC=2C(=NN3C2C(N(C[C@H]3C)[C@@H](C)C=3C=NC(=CC3)C(F)(F)F)=O)C[C@H]1C |o1:23|